1-[(2R,4S,5R)-4-[(tert-butyldimethylsilyl)oxy]-5-(chloromethyl)-5-(hydroxymethyl)oxolan-2-yl]-5-methyl-3H-pyrimidine-2,4-dione [Si](C)(C)(C(C)(C)C)O[C@H]1C[C@@H](O[C@@]1(CO)CCl)N1C(NC(C(=C1)C)=O)=O